tert-butyl N-[(1S)-1-[(R)-cyclopropyl-[3-[2-[(1S,4S)-2-oxa-5-azabicyclo[2.2.1]heptan-5-yl]-4-pyridyl]phenyl]methyl]-2-[4-(2,4-dimethylpyrazol-3-yl)anilino]-2-oxo-ethyl]carbamate C1(CC1)[C@@H]([C@@H](C(=O)NC1=CC=C(C=C1)C=1N(N=CC1C)C)NC(OC(C)(C)C)=O)C1=CC(=CC=C1)C1=CC(=NC=C1)N1[C@@H]2CO[C@H](C1)C2